amino-borane NB